4-(3-ethyl-4-methyl-5-oxo-4,5-dihydro-1H-1,2,4-triazol-1-yl)-5-fluoro-2-[(4-methylpent-3-en-2-yl)oxy]-N-(pent-3-yl)benzamide C(C)C1=NN(C(N1C)=O)C1=CC(=C(C(=O)NC(CC)CC)C=C1F)OC(C)C=C(C)C